ClCC(=O)C1=C(C=CC(=C1)F)F 2-chloro-(2',5'-difluoroacetophenone)